BrC1=CC=CC(=N1)N1C(CCC1(C)C)=O 1-(6-bromopyridin-2-yl)-5,5-dimethylpyrrolidin-2-one